Methyl (Z)-1-(4-amino-2-fluorobut-2-en-1-yl)-4-(3-(piperidin-1-ylsulfonyl)phenyl)-1H-benzo[d][1,2,3]triazol-6-carboxylate Hydrochloride Cl.NC\C=C(\CN1N=NC2=C1C=C(C=C2C2=CC(=CC=C2)S(=O)(=O)N2CCCCC2)C(=O)OC)/F